C(#N)C[C@@H]1N(CCN(C1)C1=NC=NC2=CC(=C3C(=C12)OCC=C3)C3=CC=CC1=CC=CC=C31)C(=O)OC(C)(C)C tert-butyl (S)-2-(cyanomethyl)-4-(5-(naphthalen-1-yl)-2H-pyrano[2,3-f]quinazolin-10-yl)piperazine-1-carboxylate